methyl-8-methylene-bicyclo[7.2.0]undec-4-ene CC12CCC=CCCC(C2CC1)=C